ClC1=CC=2N=C3C(=NC2C=C1)C1=CC=CC=C1C3=NNC(=S)N 8-chloro-11H-indeno[1,2-b]quinoxalin-11-one thiosemicarbazone